F.F.F.C1(=CC=CC=C1)P(C1=CC=CC=C1)C1=CC=CC=C1 triphenylphosphine tri-hydrofluoric acid salt